ClC=1C=C(C=CC1Cl)CN1N=NC(=C1C)C(=O)NC=1C=C(C=CC1)COC(C)=O {3-[({1-[(3,4-Dichlorophenyl)methyl]-5-methyl-1H-1,2,3-triazol-4-yl}carbonyl)amino]phenyl}methylacetate